P(=O)(O)(O)OC[C@@H]1[C@H]([C@@H]([C@H]([C@@H](O)O1)O)O)O alpha-D-glucose 6-phosphate